CN(C=1C=C(C=CC1)S(=O)(=O)C=1C=CC=C2C(N(C(NC12)=O)O)=O)C 8-((3-(dimethylamino)phenyl)sulfonyl)-3-hydroxyquinazoline-2,4(1H,3H)-dione